BrC=1C=NC(=NC1)C12CC(CC(N1C(=O)OC(C)(C)C)C2)C tert-butyl cis-1-(5-bromopyrimidin-2-yl)-3-methyl-6-azabicyclo[3.1.1]heptane-6-carboxylate